C1OCC2=CC=CC=C12 1,3-dihydroisobenzofurane